1-(4-(6-chloro-8-fluoro-7-(2-fluoro-6-hydroxy-phenyl)quinazolin-4-yl)-2-methyl-piperazin-1-yl)prop-2-en-1-one ClC=1C=C2C(=NC=NC2=C(C1C1=C(C=CC=C1O)F)F)N1CC(N(CC1)C(C=C)=O)C